(R)-5'-(7,7-difluoro-2-((2S,3R)-3-hydroxy-2-methylazetidin-1-yl)-6,7-dihydro-5H-cyclopenta[d]pyrimidin-4-yl)-2',3'-dihydrospiro[imidazolidine-4,1'-indene]-2,5-dione FC1(CCC2=C1N=C(N=C2C=2C=C1CC[C@]3(C1=CC2)NC(NC3=O)=O)N3[C@H]([C@@H](C3)O)C)F